6-(1,4-Dioxaspiro[4.5]decan-8-yl)pyridin-2-ol O1CCOC12CCC(CC2)C2=CC=CC(=N2)O